4,4'-(phenylmethylene)bis(2-isopropylaniline) C1(=CC=CC=C1)C(C1=CC(=C(N)C=C1)C(C)C)C1=CC(=C(N)C=C1)C(C)C